tris-(p-chlorophenyl)-benzyl-phosphonium chloride [Cl-].ClC1=CC=C(C=C1)[P+](CC1=CC=CC=C1)(C1=CC=C(C=C1)Cl)C1=CC=C(C=C1)Cl